FC1=C(C(=CC=C1)F)C(N1C[C@@H](N(C[C@H]1C)C1=CC(N(C=2C=CC(=NC12)C#N)C)=O)C)C1=CC=C(C=C1)F 8-[(2s,5r)-4-[(2,6-difluorophenyl)(4-fluorophenyl)methyl]-2,5-dimethylpiperazin-1-yl]-5-methyl-6-oxo-5,6-dihydro-1,5-naphthyridine-2-carbonitrile